5-amino-N-(5-amino-2-(phenylamino)phenyl)pyridineamide NC=1C=CC(=NC1)C(=O)NC1=C(C=CC(=C1)N)NC1=CC=CC=C1